NC1=C(C=C(C=N1)C=1C=C(C(=O)NCCCN2CCCC2)C=CC1)OC(C)C1=C(C=CC=C1Cl)Cl 3-{6-amino-5-[1-(2,6-dichloro-phenyl)-ethoxy]-pyridin-3-yl}-N-(3-pyrrolidin-1-yl-propyl)-benzamide